6-(4-(3-chloro-4-fluorophenyl)-1-(tetra-hydrofuran-3-yl)-1H-imidazol-5-yl)imidazo[1,2-b]pyridazine-3-carboxamide ClC=1C=C(C=CC1F)C=1N=CN(C1C=1C=CC=2N(N1)C(=CN2)C(=O)N)C2COCC2